(5'S,7a'R)-1-[5-(difluoromethoxy)-4-methylpyrimidin-2-yl]-5'-(3,5-difluorophenyl)tetrahydro-3'H-spiro[piperidine-4,2'-pyrrolo[2,1-b][1,3]oxazol]-3'-one FC(OC=1C(=NC(=NC1)N1CCC2(C(N3[C@H](O2)CC[C@H]3C3=CC(=CC(=C3)F)F)=O)CC1)C)F